CN1N=C(C(=C1)C)NC1=CC=C2C(=N1)C(=CS2)C2=CC=NC=C2 N-(1,4-dimethyl-1H-pyrazol-3-yl)-3-(pyridin-4-yl)thieno[3,2-b]-pyridin-5-amine